(S)-8-(2-(3-(5,5-dimethyltetrahydro-furan-2-yl)-1-(2-(6-methylpyridin-3-yl)propan-2-yl)pyrrolidin-3-yl)ethyl)-7-methyl-7H-purine CC1(CCC(O1)[C@@]1(CN(CC1)C(C)(C)C=1C=NC(=CC1)C)CCC1=NC2=NC=NC=C2N1C)C